(R)-6-chloro-5-methoxy-1-methyl-3-(1H-pyrazol-4-yl)-2-(3-(2,2,2-trifluoro-1-methoxy-ethyl)-1H-1,2,4-triazol-5-yl)-1H-pyrrolo[3,2-b]pyridine ClC=1C=C2C(=NC1OC)C(=C(N2C)C2=NC(=NN2)[C@H](C(F)(F)F)OC)C=2C=NNC2